N-[(3-Fluorophenyl)-methyl]-1-[2-(2-methoxy-ethoxy)-ethyl]-4-methyl-2-oxo-7-(trifluoromethyl)-1H-quinoline-3-carboxylic acid amide FC=1C=C(C=CC1)CNC(=O)C=1C(N(C2=CC(=CC=C2C1C)C(F)(F)F)CCOCCOC)=O